BrC1=C(N(C=C1)C(C)=O)C(=O)O bromo-1-acetyl-pyrrole-2-carboxylic acid